C(C)N1N=CC=C1C(=O)N[C@H](C=1N=C2N(N=C(C(=N2)N2CCOCC2)CC2C(NC[C@@H](C2)C(F)(F)F)=O)C1)C1CCC(CC1)C 1-ethyl-N-((1S)-((1R,4S)-4-methylcyclohexyl)(3-morpholino-2-(((5R)-2-oxo-5-(trifluoromethyl)piperidin-3-yl)methyl)imidazo[1,2-b][1,2,4]triazin-6-yl)methyl)-1H-pyrazole-5-carboxamide